3-hydroxymethyl-2-hydroxycarbonylbicyclo[2.2.1]Hept-5-ene OCC1C(C2C=CC1C2)C(=O)O